diphenylmethanediol C1(=CC=CC=C1)C(O)(O)C1=CC=CC=C1